NC=1C(=C(C=C2C=C(N=CC12)NC(OC1CS(CC1)(=O)=O)=O)C1=C(C2=C(OCCN2)N=C1)C)F 1,1-dioxidotetrahydrothiophen-3-yl (8-amino-7-fluoro-6-(8-methyl-2,3-dihydro-1H-pyrido[2,3-b][1,4]oxazin-7-yl)isoquinolin-3-yl)carbamate